4-tert-butyl-2-fluoro-6-methyl-phenol C(C)(C)(C)C1=CC(=C(C(=C1)C)O)F